OC=1C=C(C(=O)NC(C(=O)N\N=C\[C@]2([C@@H](N3C(C[C@H]3S2(=O)=O)=O)C(=O)O)C)C(C)C)C=CC1O (2S,3R,5R)-3-((E)-(2-(2-(3,4-dihydroxybenzamido)-3-methylbutanoyl)hydrazono)methyl)-3-methyl-7-oxo-4-thia-1-azabicyclo[3.2.0]heptane-2-carboxylic acid 4,4-dioxide